N1C=CC=2C1=NC=C(C2)C(=O)N2CC1=C(CC2)C(=CS1)C(=O)NC1=CC(=CC=C1)C(F)(F)F 6-(1H-pyrrolo[2,3-b]pyridine-5-carbonyl)-N-(3-(trifluoromethyl)phenyl)-4,5,6,7-tetrahydrothieno-[2,3-c]pyridine-3-carboxamide